C(C)NC(=O)NC1=NC=C(C=C1)B1OC(C(O1)(C)C)(C)C 1-ethyl-3-[5-(4,4,5,5-tetramethyl-1,3,2-dioxaborolan-2-yl)pyridin-2-yl]urea